2-fluoro-4-isobutyl-6-(2-methyl-4-(pyridazin-3-ylmethyl)piperazin-1-yl)benzonitrile FC1=C(C#N)C(=CC(=C1)CC(C)C)N1C(CN(CC1)CC=1N=NC=CC1)C